COC(=O)C1(CCC1)CO[Si](C1=CC=CC=C1)(C1=CC=CC=C1)C(C)(C)C (((tert-butyldiphenylsilyl)oxy)methyl)cyclobutane-1-carboxylic acid methyl ester